N[C@]1(C(N(C2=CC=CC=C12)C(C1=CC=CC=C1)(C1=CC=CC=C1)C1=CC=CC=C1)=O)C1=CC(=CC=C1)Cl (R)-3-amino-3-(3-chlorophenyl)-1-triphenylmethylindol-2-one